C(C)(C)NC1=NC(=CC(=C1)C=1C=C(C=CC1C)NC(=O)N1C[C@@H](CC1)CC(F)(F)F)N1CCOCC1 (S)-N-(3-(2-(isopropylamino)-6-morpholinopyridin-4-yl)-4-methylphenyl)-3-(2,2,2-trifluoroethyl)pyrrolidine-1-carboxamide